C(#C)C1=C2C(=CC(=CC2=CC=C1F)O)C1=C(C=2N=C(N=C(C2C=N1)N1CCOCCC1)OC[C@]12CCCN2C[C@@H](C1)F)F 5-ethynyl-6-fluoro-4-(8-fluoro-2-(((2R,7aS)-2-fluorotetrahydro-1H-pyrrolizin-7a(5H)-yl)methoxy)-4-(1,4-oxazepan-4-yl)pyrido[4,3-d]pyrimidin-7-yl)naphthalen-2-ol